4-(3-chlorophenyl)-2-[4-(morpholin-4-yl)butyl]-2,3-dihydropyridazin-3-one ClC=1C=C(C=CC1)C=1C(N(N=CC1)CCCCN1CCOCC1)=O